[4-(3-iodo-1-methylindol-6-yl)-3,6-dihydro-2H-pyridin-1-yl]carboxylic acid tert-butyl ester C(C)(C)(C)OC(=O)N1CCC(=CC1)C1=CC=C2C(=CN(C2=C1)C)I